ClC1=NC(=CC2=C1N=C(N=C2)N[C@H]2[C@H](COC2)NC(OC(C)(C)C)=O)C2=C(C(=CC(=C2Cl)OC)OC)Cl tert-butyl ((3R,4S)-4-((8-chloro-6-(2,6-dichloro-3,5-dimethoxyphenyl)pyrido[3,4-d]pyrimidin-2-yl)amino)tetrahydrofuran-3-yl)carbamate